2-(2-((3R,4R)-3-amino-4-fluoropiperidin-1-yl)-6-fluoro-1H-benzo[d]imidazol-1-yl)-1-((R)-3-(hydroxymethyl)morpholino)ethan-1-one N[C@@H]1CN(CC[C@H]1F)C1=NC2=C(N1CC(=O)N1[C@@H](COCC1)CO)C=C(C=C2)F